acrylic acid boron fluoride B(F)(F)F.C(C=C)(=O)O